(E)-2-(4-Chlorostyryl)-3-hydroxy-6-(hydroxymethyl)-4H-pyran-4-one ClC1=CC=C(/C=C/C=2OC(=CC(C2O)=O)CO)C=C1